tert-butyl (R)-3-((7-bromo-2-chloro-6-(trifluoromethyl)pyrido[3,2-d]pyrimidin-4-yl)oxy)pyrrolidine-1-carboxylate BrC1=CC=2N=C(N=C(C2N=C1C(F)(F)F)O[C@H]1CN(CC1)C(=O)OC(C)(C)C)Cl